7-bromo-2-butyl-1-methyl-1H-imidazo[4,5-d]thieno[3,2-b]pyridine BrC1=CC2=NC=C3C(=C2S1)N(C(=N3)CCCC)C